4-phenyl-5-(4'-tert-butylphenyl)-1,2,4-triazole C1(=CC=CC=C1)N1C=NN=C1C1=CC=C(C=C1)C(C)(C)C